O1C(=NC=C1)C1=CC=C2CCN(C2=C1)C(CCCCCC(=O)O)=O 7-(6-(oxazol-2-yl)indolin-1-yl)-7-oxoheptanoic acid